C(C)OC(=O)C1=NN(C(=C1)C(C)C)C1=C(C=C(C=C1)Cl)Cl 1-(2,4-dichlorophenyl)-5-isopropylpyrazole-3-carboxylic acid ethyl ester